CN(C(CNC1CCOCC1)=O)CC(NC=1SC2=C(N1)C=CC(=C2)OC(F)(F)F)=O N-Methyl-2-[(oxan-4-yl)amino]-N-({[6-(trifluoromethoxy)-1,3-benzothiazol-2-yl]carbamoyl}methyl)acetamide